ClC1=C(C=CC=C1)[C@H](C(=O)N1CC2=NN(C=C2C1)S(=O)(=O)C1=CC=C2C=NNC2=C1)O (2R)-2-(2-chlorophenyl)-2-hydroxy-1-[2-(1H-indazole-6-sulfonyl)-2H,4H,5H,6H-pyrrolo[3,4-c]pyrazol-5-yl]ethan-1-one